ClC=1C(=C(C=CC1F)N(C(=O)[C@H]1N(C(NC1)=O)C1=CC(=C2C(=N1)CCC2)C(F)(F)F)C)F (S)-N-(3-Chloro-2,4-difluorophenyl)-N-methyl-2-oxo-3-(4-(trifluoromethyl)-6,7-dihydro-5H-cyclopenta[b]pyridine-2-yl)imidazolidine-4-carboxamide